C[C@@H]1CN(CCC1)CC1=C2C(=NC(=C1)C(=O)O)SC=C2 4-{[(3S)-3-methylpiperidin-1-yl]methyl}thieno[2,3-b]pyridine-6-carboxylic acid